7-fluoro-2-[(R)-fluoromethylsulfinyl]-5-(3-fluorophenyl)-6,7-dihydro-5H-pyrrolo[1,2-b][1,2,4]triazole FC1CC(N2N=C(N=C21)[S@@](=O)CF)C2=CC(=CC=C2)F